6-chloro-3,4-difluoro-2-nitro-phenol ClC1=CC(=C(C(=C1O)[N+](=O)[O-])F)F